C(OC(C)C1C2=CC=C(C=C2C(C=2C=C(C=CC12)N1CCCC1)(C)C)N1CCCC1)(ON1C(CCC1=O)=O)=O 1-(10,10-Dimethyl-3,6-di(pyrrolidin-1-yl)-9,10-dihydroanthracen-9-yl)ethyl (2,5-dioxopyrrolidin-1-yl) carbonate